COC1=CC=C(CN(C2=C(C=O)C(=CC(=C2F)Br)F)CC2=CC=C(C=C2)OC)C=C1 2-(bis(4-methoxybenzyl)amino)-4-bromo-3,6-difluorobenzaldehyde